N1=CC=C(C=C1)CN1[C@H]2CC(C[C@@H]1CC2)N (1R,3s,5S)-8-(pyridin-4-ylmethyl)-8-azabicyclo[3.2.1]octan-3-amine